NCCC=1C=CC(=NC1)C1=C(C=C(C#N)C=C1)OC=1N(N=C(C1)N1C(CCC1)=O)C 4-[5-(2-aminoethyl)pyridin-2-yl]-3-[2-methyl-5-(2-oxopyrrolidin-1-yl)pyrazol-3-yl]oxybenzonitrile